3-aminobicyclo[2.2.1]hept-5-ene-2-formamide NC1C(C2C=CC1C2)C(=O)N